FC1=C(OC2=C(C=C(C=C2)NS(=O)(=O)CC)C2=CC(=NC(=C2)CCC)C)C=CC(=C1)F N-(4-(2,4-difluorophenoxy)-3-(2-methyl-6-propylpyridin-4-yl)phenyl)ethanesulfonamide